N1(C=NC=C1)CC1=CC(=C2CCN(C(C2=C1)=O)C1=CC=NC2=C(N=C(C=C12)CC)OCC)C=1C(=NN(C1)C)C(F)(F)F 7-((1H-Imidazol-1-yl)methyl)-2-(8-ethoxy-6-ethyl-1,7-naphthyridin-4-yl)-5-(1-methyl-3-(trifluoromethyl)-1H-pyrazol-4-yl)-3,4-dihydroisoquinolin-1(2H)-one